CC=1C=C(C=CC1OC1=CC2=C(N(N=N2)C)C=C1)NC=1C2=C(N=CN1)C=CC(=N2)N2CCN(CCC2)C(C=C)=O 1-(4-(4-((3-methyl-4-((1-methyl-1H-benzo[d][1,2,3]triazol-5-yl)oxy)phenyl)amino)pyrido[3,2-d]pyrimidin-6-yl)-1,4-diazepan-1-yl)prop-2-en-1-one